(S)-N-(2-chloro-4-fluoro-3-((5-methyl-4-oxo-3-(tetrahydrofuran-3-yl)-3,4-dihydroquinazolin-6-yl)amino)phenyl)propane-1-sulfonamide ClC1=C(C=CC(=C1NC=1C(=C2C(N(C=NC2=CC1)[C@@H]1COCC1)=O)C)F)NS(=O)(=O)CCC